C(CCCCC)C1CC(=O)NCCC1 3-n-hexyl-caprolactam